3-(methoxy-d3)pyrrolidine-1-sulfonamide C(OC1CN(CC1)S(=O)(=O)N)([2H])([2H])[2H]